CC1=CC(=NN1)C=1C(=NC(=NC1C=1C=NN(C1)C)N)N (5-methyl-1H-pyrazol-3-yl)-6-(1-methyl-1H-pyrazol-4-yl)pyrimidine-2,4-diamine